C(#N)C1=C(C(=C(C(=C1F)F)CC#N)F)F 2-(4-cyano-2,3,5,6-tetrafluorophenyl)acetonitrile